[(2S,4R)-4-[tert-butyl(diphenyl)silyl]oxy-1-methyl-pyrrolidin-2-yl]methanol [Si](C1=CC=CC=C1)(C1=CC=CC=C1)(C(C)(C)C)O[C@@H]1C[C@H](N(C1)C)CO